CN(C1=CC(=CC=C1)C)C N,N-dimethyl-m-toluidine